4,7-bis-(2,3-dihydrothieno[3,4-b][1,4]dioxin-5-yl)-2-phenyl-1H-benzo[d]imidazole O1C=2C(OCC1)=C(SC2)C2=CC=C(C=1NC(=NC12)C1=CC=CC=C1)C=1SC=C2OCCOC21